Cl.NCC1=C(C(=NC=C1)Cl)N 4-(aminomethyl)-2-chloropyridin-3-amine hydrochloride salt